O1COC2=C1C=CC(=C2)CNC(CCC2=NC=1C(=NC=CC1)N2CC2=CC=C(C=C2)OC)=O N-Benzo[1,3]dioxol-5-ylmethyl-3-[3-(4-methoxy-benzyl)-3H-imidazo[4,5-b]pyridin-2-yl]-propionamide